4-oxo-2,3,4,5-tetrahydropyrido[3,2-b][1,4]oxazepine Potassium carbonate C([O-])([O-])=O.[K+].O=C1NC2=C(OCC1)C=CC=N2.[K+]